O1CCOC2=C1C=CC(=C2)C=2C(=C(C=CC2)B2OC(C(O2)(C)C)(C)C)C 2-[3-(2,3-dihydro-1,4-benzodioxin-6-yl)-2-methyl-phenyl]-4,4,5,5-tetramethyl-1,3,2-dioxaborolane